N-(3-(((2-methyl-7-(pyridin-4-yl)-2,3-dihydrofuro[3,2-c]pyridin-4-yl)amino)methyl)phenyl)acetamide CC1CC=2C(=NC=C(C2O1)C1=CC=NC=C1)NCC=1C=C(C=CC1)NC(C)=O